O1COC2=C1C=CC(=C2)C(CC(=O)O)NC(NC2=CC=C(C=C2)C#N)=O 3-(2H-1,3-benzodioxol-5-yl)-3-{[(4-cyanophenyl)carbamoyl]amino}propionic acid